[C@H]12CN(C[C@H](CC1)N2)C=2C=CC(=C(C(=O)N[C@H](C)C1=CC(=CC(=C1)OC)O)C2)C 5-[(1R,5S)-3,8-diazabicyclo[3.2.1]oct-3-yl]-N-[(1R)-1-(3-hydroxy-5-methoxy-phenyl)ethyl]-2-methyl-benzamide